Cl.CC1=CC=C(C=C1)C1CCNCC1 4-(4-methylphenyl)piperidine hydrochloride